8-methyl-6-oxo-5,6-dihydropyrido[3,2-e]pyrrolo[1,2-a]pyrazine-3-carbonitrile CC=1C=C2N(C3=C(NC2=O)C=C(C=N3)C#N)C1